tert-butyl (2S,5R)-4-(3-((((E)-amino(cyclopropyl)methylene)amino) oxy)-1-(4-fluorophenyl)-3-oxopropyl)-2,5-dimethylpiperazine-1-carboxylate N\C(\C1CC1)=N\OC(CC(C1=CC=C(C=C1)F)N1C[C@@H](N(C[C@H]1C)C(=O)OC(C)(C)C)C)=O